C(CC1=CC=CC=C1)OC1=CC=C2C=C(C(C2=C1)=O)C=1C=NC=CC1 6-phenethoxy-2-(pyridin-3-yl)-1H-inden-1-one